BrC=1C=CC=C2C=C(C=C(C12)C(CC(CC(=O)OC)=O)O)OCOC methyl 5-(8-bromo-3-(methoxymethoxy)naphthalen-1-yl)-5-hydroxy-3-oxopentanoate